C(C1=CC=CC=C1)(=O)C=1C=C(OC2=CC=CC=C2)C=CC1 4-(3-benzoylphenoxy)benzene